methyl-N-(t-Butoxycarbonyl)-O-(t-butyldiphenylsilyl)serine tert-butyl-4-(4-(4-chloroquinolin-7-yl)phenyl)piperidine-1-carboxylate C(C)(C)(C)C1N(CCC(C1)C1=CC=C(C=C1)C1=CC=C2C(=CC=NC2=C1)Cl)C(=O)O.CN([C@@H](CO[Si](C1=CC=CC=C1)(C1=CC=CC=C1)C(C)(C)C)C(=O)O)C(=O)OC(C)(C)C